4-(2-Chloro-5-methylpyrimidin-4-yl)-N-(cyanomethyl)benzamide ClC1=NC=C(C(=N1)C1=CC=C(C(=O)NCC#N)C=C1)C